ClC1=NC(=C2N=CN(C2=N1)C1OCCCC1)NCC1=CC=CO1 Chloro-6-furfurylamino-9-(tetrahydro-2H-pyran-2-yl)-9H-purine